C(CCCCN(C([O-])=O)CCCCCCCCC)N(C([O-])=O)CCCCCCCCC pentanediyl-di(nonyl carbamate)